aminoethyl-aminoethane-sulfonic acid sodium salt [Na+].NCCC(C)(S(=O)(=O)[O-])N